CN1C=NC=C1C=1N=C(SC1)C(=O)NC1CCC(CC1)NC(C(F)(F)F)(C)C 4-(1-methyl-1H-imidazol-5-yl)-N-((1s,4s)-4-((1,1,1-trifluoro-2-methylpropan-2-yl)amino)cyclohexyl)thiazole-2-carboxamide